5-(1-methylcyclopropoxy)-3-[2-[3-[[1-(4-piperidinylmethyl)-4-piperidinyl]methyl]azetidin-1-yl]-4-pyridinyl]-1H-indazole CC1(CC1)OC=1C=C2C(=NNC2=CC1)C1=CC(=NC=C1)N1CC(C1)CC1CCN(CC1)CC1CCNCC1